C(C)(C)(C)OC(=O)N1CCC2(CC1)CC1=C(N=C(S1)Cl)[C@H]2N[S@](=O)C(C)(C)C (4S)-2-chloro-4-{[(R)-2-methylpropan-2-sulfinyl]amino}-4,6-dihydro-spiro[cyclopenta[d][1,3]thiazole-5,4'-piperidine]-1'-carboxylic acid tert-butyl ester